(E)-N-(4-(1-(4-(4-(6-(2-(2,6-dioxopiperidin-3-yl)-1,3-dioxoisoindolin-5-yl)hex-5-yn-1-yl)piperazin-1-yl)benzoyl)piperidin-4-yl)butyl)-3-(pyridin-3-yl)acrylamide O=C1NC(CCC1N1C(C2=CC=C(C=C2C1=O)C#CCCCCN1CCN(CC1)C1=CC=C(C(=O)N2CCC(CC2)CCCCNC(\C=C\C=2C=NC=CC2)=O)C=C1)=O)=O